2-(4-carboxyphenyl)pentane C(=O)(O)C1=CC=C(C=C1)C(C)CCC